C(=O)C=1C=C(CO[C@@H](C(=O)N[C@@H](C)C2=CC=C(C(=O)O)C=C2)C(C)C)C=CC1 4-((S)-1-((R)-2-((3-formylbenzyl)oxy)-3-methylbutanamido)ethyl)benzoic acid